FC(C1CC(C1)(O)C1=C(C2=C(N=C(N=C2)C2=CC=3C(N=C2)=NN(C3)C)S1)C)F cis-3-(difluoromethyl)-1-(5-methyl-2-(2-methyl-2H-pyrazolo[3,4-b]pyridin-5-yl)thieno[2,3-d]pyrimidin-6-yl)cyclobutanol